C(CCCCCCC\C=C/CCCCCCCC)(=O)[O-] (Z)-octadec-9-enoate